O=C1C(=CC(=NN1)COC(CC(=O)O)C)C(F)(F)F 3-[[6-oxo-5-(trifluoromethyl)-1H-pyridazin-3-yl]methoxy]butanoic acid